methyl (R)-1-(4-(3H-[1,2,3]triazolo[4,5-b]pyridin-3-yl)-N-(1-(tertbutoxycarbonyl)piperidin-3-yl)-2-fluorobenzamido)isoquinoline-6-carboxylate N1=NN(C2=NC=CC=C21)C2=CC(=C(C(=O)N([C@H]1CN(CCC1)C(=O)OC(C)(C)C)C1=NC=CC3=CC(=CC=C13)C(=O)OC)C=C2)F